trioctyl-biguanide C(CCCCCCC)N=C(N(CCCCCCCC)CCCCCCCC)NC(=N)N